BrC1=CC2=C(C=C1)COC1=C2N(N=C1C(=O)OCC)C1=NC=CC=C1 ethyl 8-bromo-1-(pyridin-2-yl)-1,5-dihydroisochromeno[4,3-c]pyrazole-3-carboxylate